OC(C(=O)C1=C(NC(C)C=2C=C(C=C3C(N(C(=NC23)N2CCOCC2)C)=O)C)C=CC=C1)(C)C 8-[1-[2-(2-hydroxy-2-methyl-propanoyl)anilino]ethyl]-3,6-dimethyl-2-morpholino-quinazolin-4-one